2-(2,6-Dichlorophenyl)-3-(difluoromethyl)imidazol ClC1=C(C(=CC=C1)Cl)C1=NC=CN1C(F)F